6-methoxy-1-methyl-4-{4-[(naphthalen-1-yl)methyl]piperazin-1-yl}-3-nitro-1,2-dihydroquinolin-2-one COC=1C=C2C(=C(C(N(C2=CC1)C)=O)[N+](=O)[O-])N1CCN(CC1)CC1=CC=CC2=CC=CC=C12